O1C=NC2=C1C=CC=C2NC(=O)C2CC(CCC2C(C)C)C N-benzooxazol-4-yl-3-p-menthanecarboxamide